CCC(C#CC#CCC(CCCCCCCC)O)O 4,6-heptadecadiyne-3,9-diol